(S)-1-amino-20-(tert-butyl)-18-oxo-3,6,9,12,15-pentaoxa-19-azaheneicosane NCCOCCOCCOCCOCCOCCC(N[C@@H](C)C(C)(C)C)=O